C(#N)CN(C(C)C=1C=CC=CC1)C1=NC(=NC(=C1)C1=CC=C2C=CN(C2=C1)C)C N-(cyanomethyl)-3-(1-{[2-methyl-6-(1-methyl-1H-indol-6-yl)pyrimidin-4-yl]amino}ethyl)benzene